1-(5-(4-chlorophenyl)-1-(2,4-dichlorophenyl)-4-methyl-1H-pyrazol-3-yl)-2-(piperidin-1-yl)ethane-1,2-dione ClC1=CC=C(C=C1)C1=C(C(=NN1C1=C(C=C(C=C1)Cl)Cl)C(C(=O)N1CCCCC1)=O)C